C(OCCCCC)(OCC(CCCC)CC)=O amyl 2-ethylhexyl carbonate